5-chloro-4-(trifluoromethyl)pyridine-2-carboxylic acid ClC=1C(=CC(=NC1)C(=O)O)C(F)(F)F